C(=CCC)OCC(COC=CCC)O 1,3-bis(1-butenyloxy)-2-propanol